2-(2'-Hydroxy-5'-octylphenyl)benzotriazole OC1=C(C=C(C=C1)CCCCCCCC)N1N=C2C(=N1)C=CC=C2